3-chloro-5-(2-{4-[(4-methanesulfonylphenoxy)methyl]-2-methylpyrrolidin-1-yl}ethyl)benzonitrile ClC=1C=C(C#N)C=C(C1)CCN1C(CC(C1)COC1=CC=C(C=C1)S(=O)(=O)C)C